(E)-1-(3,4-dimethoxy-5-(methylseleno)phenyl)-3-(3-hydroxy-4-methoxyphenyl)prop-2-en-1-one COC=1C=C(C=C(C1OC)[Se]C)C(\C=C\C1=CC(=C(C=C1)OC)O)=O